OCC(C(=O)O)(CC)CO 2,2-di(hydroxymethyl)butyric acid